isopropyl (S)-2-((tert-butylsulfinyl)imino)-2-(2-fluoro-4-methoxyphenyl)acetate C(C)(C)(C)[S@](=O)N=C(C(=O)OC(C)C)C1=C(C=C(C=C1)OC)F